C(CCCCCCCC\C=C/CCCCCC)(=O)OC Methyl cis-10-heptadecenoate